tert-butyl-5-[[2-(5-chloro-2-hydroxy-phenyl)acetyl]amino]-2-hydroxy-benzamide C(C)(C)(C)C=1C(=C(C(=O)N)C=C(C1)NC(CC1=C(C=CC(=C1)Cl)O)=O)O